FC(C=1C(=C(N2N=C(N=CC21)N[C@H]2[C@@H](COCC2)O)C(C)C(C)(C)F)C#N)F 5-(difluoromethyl)-7-(3-fluoro-3-methylbutan-2-yl)-2-(((3S,4R)-3-hydroxytetrahydro-2H-pyran-4-yl)amino)pyrrolo[2,1-f][1,2,4]triazine-6-carbonitrile